CC(C(N)(C)C)(CCCC(C)N)C tetramethyl-1,6-heptanediamine